FC1=CC=C(C=C1)C1=NC(=NC=C1)N1CCC(CC1)(C(=O)O)O 1-(4-(4-fluorophenyl)pyrimidin-2-yl)-4-hydroxypiperidine-4-carboxylic acid